C(CC)C1CCC(CC1)C1CCC(CC1)CCCC Trans-4-propyl-4'-butyl-1,1'-Bicyclohexan